C1(=CC=CC2=CC=CC=C12)C1=C(C(=CC=C1)CC1=CC=CC=C1)O 2-(1-naphthyl)-6-benzyl-phenol